N-bromosuccinic acid imide BrN1C(CCC1=O)=O